3-bromo-1-[(2E)-3-(pyrimidin-2-yl)prop-2-enoyl]-5,6-dihydropyridin-2(1H)-one BrC=1C(N(CCC1)C(\C=C\C1=NC=CC=N1)=O)=O